CCCCCCCCCCCCCCCC(=O)O[C@H](COC(=O)CCCC/C=C\C/C=C\C/C=C\CCCCC)COP(=O)(O)OC[C@@H](C(=O)O)N 1-(6Z,9Z,12Z-octadecatrienoyl)-2-hexadecanoyl-glycero-3-phosphoserine